1-(2,4-dichloro-5-methoxyphenyl)-3-phenylthiourea ClC1=C(C=C(C(=C1)Cl)OC)NC(=S)NC1=CC=CC=C1